3-methyl-5-(N-((2'-(tert-butoxycarbonyl)-[1,1'-biphenyl]-4-yl)methyl)-N-phenethylsulfamoyl)benzofuran-2-carboxylic acid ethyl ester C(C)OC(=O)C=1OC2=C(C1C)C=C(C=C2)S(N(CCC2=CC=CC=C2)CC2=CC=C(C=C2)C2=C(C=CC=C2)C(=O)OC(C)(C)C)(=O)=O